6,6-dimethyl-3-((7-(4-methyl-3-(piperazine-1-carbonyl)pyridin-2-yl)thieno[3,2-b]pyridin-2-yl)methyl)-3-azabicyclo[3.1.0]hexane-2,4-dione hydrochloride Cl.CC1(C2C(N(C(C12)=O)CC1=CC2=NC=CC(=C2S1)C1=NC=CC(=C1C(=O)N1CCNCC1)C)=O)C